NC1=NC(=CC(=C1)C(C)(C)O)C=1SC(=CN1)C(F)(F)F 2-(2-amino-6-(5-(trifluoromethyl)thiazol-2-yl)pyridin-4-yl)propan-2-ol